FC(CC)(F)C=1C=C(C=CC1)NC(=O)C=1[N+](=C(NC1C)C1=CC(=C(C=C1)OC)N1CCOCC1)[O-] 4-((3-(1,1-difluoropropyl)phenyl)carbamoyl)-2-(4-methoxy-3-morpholinylphenyl)-5-methyl-1H-imidazole 3-oxide